Cl.ClC1=NC(=C2C(=N1)NN=C2C)O[C@H]2[C@H](CNCC2)F (3S,4R)-4-([6-chloro-3-methyl-1H-pyrazolo[3,4-d]pyrimidin-4-yl]oxy)-3-fluoropiperidine hydrochloride